ClC=1C=C(C=C(C1)Cl)S(=O)(=O)C1=CC=CC=2C3=CC=CC=C3N(C12)C1=CC=CC=C1 ((3,5-dichlorophenyl)sulfonyl)-9-phenyl-9H-carbazole